C(C)(C)(C)OC(=O)NCC1=NC=C2C=CC(=NC2=C1)C1=CC=CC(=N1)N1CCN(C2(CC2)C1)C(=O)OC(C)(C)C tert-butyl 7-(6-(7-(((tert-butoxycarbonyl)amino)methyl)-1,6-naphthyridin-2-yl)pyridin-2-yl)-4,7-diazaspiro[2.5]octane-4-carboxylate